trans-5-((tert-butoxycarbonyl) amino)-6-oxopiperidin-3-yl acetate C(C)(=O)O[C@@H]1CNC([C@H](C1)NC(=O)OC(C)(C)C)=O